C(C=CC1=CC=CC=C1)(=O)[O-].C(C=CC1=CC=CC=C1)(=O)[O-].[Zn+2].S1C=NC2=C1C=C(C=C2)NC2=NN1C(C=CC=C1OC=1C=C(C=CC1F)C(C(=O)N)=C)=N2 (3-(2-(benzo[d]thiazol-6-ylamino)-[1,2,4]triazolo[1,5-a]pyridin-5-yloxy)-4-fluorophenyl)acrylamide zinc dicinnamate